4,5-dimethyl-2-(oxetan-3-yl)-4,5-dihydro-2H-[1,2,3]triazolo[4,5-c]quinolin-6-amine CC1N(C2=C(C=CC=C2C=2C1=NN(N2)C2COC2)N)C